FC(C=1C=CC(=NC1)CNN1C(CCC1)=O)(F)F 1-(((5-(trifluoromethyl)pyridin-2-yl)methyl)amino)pyrrolidin-2-one